(R)-1-methoxypropan COCCC